2-hydroxy-3-methacryloxypropyl-triethyl-ammonium chloride [Cl-].OC(C[N+](CC)(CC)CC)COC(C(=C)C)=O